2-bromo-6-(2-((tert-butyldimethylsilyl)oxy)ethoxy)-3-(5-methylthiazol-4-yl)-1H-inden-1-one BrC=1C(C2=CC(=CC=C2C1C=1N=CSC1C)OCCO[Si](C)(C)C(C)(C)C)=O